O=C1NC(CCC1N1C(C2=CC=C(C=C2C1=O)N1CCC(CC1)NCC1=CC=C(C=C1)NC1=NC=C(C(=C1)NC1=C(C=CC=C1)S(=O)(=O)C)C(F)(F)F)=O)=O 2-(2,6-Dioxopiperidin-3-yl)-5-(4-((4-((4-((2-(methylsulfonyl)phenyl)amino)-5-(trifluoromethyl)pyridin-2-yl)amino)benzyl)amino)piperidin-1-yl)isoindoline-1,3-dione